4-hydroxy-1-methyl-2-oxo-N,6-bis(4-(trifluoromethyl)phenyl)-1,2,5,6-tetrahydropyridine-3-thiocarboxamide OC1=C(C(N(C(C1)C1=CC=C(C=C1)C(F)(F)F)C)=O)C(NC1=CC=C(C=C1)C(F)(F)F)=S